N-(5-((1-((3-bromopyridin-2-yl)methyl)-3-oxoisoindolin-2-yl)methyl)pyrimidin-2-yl)acetamide BrC=1C(=NC=CC1)CC1N(C(C2=CC=CC=C12)=O)CC=1C=NC(=NC1)NC(C)=O